N(C1=CC=CC=C1)C1=C(C(=O)O)C=C(C(=C1)C(=O)O)NC1=CC=CC=C1 2,5-dianilino-terephthalic acid